3-(4-(9-(4-((1S,2S)-1-(dimethylamino)-2-((3-methyl-4-oxo-3,4-dihydrophthalazin-1-yl)amino)propyl)benzoyl)-3,9-diazaspiro[5.5]-undecan-3-yl)phenyl)piperidine-2,6-dione CN([C@H]([C@H](C)NC1=NN(C(C2=CC=CC=C12)=O)C)C1=CC=C(C(=O)N2CCC3(CCN(CC3)C3=CC=C(C=C3)C3C(NC(CC3)=O)=O)CC2)C=C1)C